Diethyl (4-(8-(2-bromophenethyl)-7-(cyclohexylmethyl)-2,6-dioxo-1-(prop-2-yn-1-yl)-1,2,6,7-tetrahydro-3H-purin-3-yl)butyl)phosphonate BrC1=C(CCC2=NC=3N(C(N(C(C3N2CC2CCCCC2)=O)CC#C)=O)CCCCP(OCC)(OCC)=O)C=CC=C1